2-chloro-4-(methylsulfonyl)-3-(propylsulfinyl)benzoic acid ClC1=C(C(=O)O)C=CC(=C1S(=O)CCC)S(=O)(=O)C